CN(NC(=O)O[C@H]1C[C@H](CC1)C1=CC(=NN1)NC(=O)OCC1=CC=CC=C1)C (1R,3S)-3-(3-(((benzyloxy)carbonyl)amino)-1H-pyrazol-5-yl)cyclopentyl 2,2-dimethylhydrazine-1-carboxylate